tert-Butyl 5-chloro-4-methoxy-3-(1-methyl-1H-pyrazol-4-yl)-1H-pyrazolo[3,4-c]pyridine-1-carboxylate ClC=1C(=C2C(=CN1)N(N=C2C=2C=NN(C2)C)C(=O)OC(C)(C)C)OC